1,4-disilapentane [SiH3]CC[SiH2]C